(S or R)-7-(1-acryloylpiperidin-4-yl)-2-(4-cyclopropyl-3,5-bis(methoxy-d3)phenyl)-4,5,6,7-tetrahydropyrazolo[1,5-a]pyrimidine-3-carboxamide C(C=C)(=O)N1CCC(CC1)[C@@H]1CCNC=2N1N=C(C2C(=O)N)C2=CC(=C(C(=C2)OC([2H])([2H])[2H])C2CC2)OC([2H])([2H])[2H] |o1:10|